C(C)N([Si](C)(C)C)CC N,N-diethyltrimethylsilaneamine